(3S)-5-{8-azabicyclo[3.2.1]octan-8-yl}-N-cyclobutyl-3-({1-cyclopentyl-5-[2-(trifluoromethyl)phenyl]-1H-pyrazol-3-yl}formamido)pentanamide C12CCCC(CC1)N2CC[C@@H](CC(=O)NC2CCC2)NC(=O)C2=NN(C(=C2)C2=C(C=CC=C2)C(F)(F)F)C2CCCC2